C(C)C1=NN2C(C=C(C=C2N2CCOCC2)C=2C(=CC(=C(C(=O)O)C2)F)C)=N1 5-[2-ethyl-5-(morpholin-4-yl)-[1,2,4]triazolo[1,5-a]pyridin-7-yl]-2-fluoro-4-methylbenzoic acid